1-((6-(benzyloxy)pyridine-3-yl)-1H-pyrazol-4-yl)pyridin-2-amine C(C1=CC=CC=C1)OC1=CC=C(C=N1)N1N=CC(=C1)N1C(C=CC=C1)N